1-ethyl-3-((1r,4r)-4-(methyl(7H-pyrrolo[2,3-d]pyrimidin-4-yl)amino)cyclohexyl)urea C(C)NC(=O)NC1CCC(CC1)N(C=1C2=C(N=CN1)NC=C2)C